5-(4-(1-methyl-1H-indol-3-yl)piperidin-1-yl)-2-morpholinobenzo[d]oxazole CN1C=C(C2=CC=CC=C12)C1CCN(CC1)C=1C=CC2=C(N=C(O2)N2CCOCC2)C1